2-(4-(9-benzyl-6-(1-methylcyclopropoxy)-9H-purin-8-yl)-3-chlorophenoxy)-1-(4-methylpiperazin-1-yl)ethan-1-one C(C1=CC=CC=C1)N1C2=NC=NC(=C2N=C1C1=C(C=C(OCC(=O)N2CCN(CC2)C)C=C1)Cl)OC1(CC1)C